N1(CCCC1)C(=O)[C@H]1CCCC=2N1C(NN2)=O |r| (5RS)-5-(Pyrrolidin-1-ylcarbonyl)-5,6,7,8-tetrahydro[1,2,4]triazolo[4,3-a]pyridin-3(2H)-on